CC(N)CC1=CNC=N1 α-methyl-histamine